C(C)(C)(C)[C@@H]1CC=2C=C3C(=NC2CC1)SC(=N3)C(=O)N[C@H](CC=O)C=3C=NC(=CC3)Cl (S)-7-(tert-butyl)-N-((R)-1-(6-chloropyridin-3-yl)-3-oxopropyl)-5,6,7,8-tetrahydrothiazolo[5,4-b]quinoline-2-carboxamide